6-bromo-5-chloropyridin-2(1H)-one BrC1=C(C=CC(N1)=O)Cl